acryloxypropyldimethylmonomethoxysilane C(C=C)(=O)OCCC[Si](OC)(C)C